(naphthylphenyl)(diphenyl-fluorenyl)(spirobifluorenyl)amine C1(=CC=CC2=CC=CC=C12)C1=C(C=CC=C1)N(C=1C2(C3=CC4=CC=CC=C4C3=CC1)C=CC=C1C3=CC=CC=C3C=C12)C1=C(C(=CC=2C3=CC=CC=C3CC12)C1=CC=CC=C1)C1=CC=CC=C1